Ethyl (R)-benzenesulfinate C1(=CC=CC=C1)[S@](=O)OCC